4-{[(2S)-1,4-dioxan-2-ylmethyl]amino}-3-nitrobenzenesulfonamide O1[C@H](COCC1)CNC1=C(C=C(C=C1)S(=O)(=O)N)[N+](=O)[O-]